NC=1C=CC(=C2CN(C(C12)=O)CC(C#N)C)C1=CC=C2C=NN(C2=C1)C 3-[7-amino-4-(1-methyl-1H-indazol-6-yl)-1-oxo-2,3-dihydro-1H-isoindol-2-yl]-2-methylpropanenitrile